2-[6,7-dichloro-3-(1-tetrahydropyran-2-ylpyrazol-4-yl)-1H-indol-2-yl]-1,3,4-oxadiazole ClC1=CC=C2C(=C(NC2=C1Cl)C=1OC=NN1)C=1C=NN(C1)C1OCCCC1